S1C=NC2=C1C=CC(=C2)C2=NC(=NC=C2F)NC2CCN(CC2)S(=O)(=O)C 4-(benzo[d]thiazol-5-yl)-5-fluoro-N-(1-(methylsulfonyl)piperidin-4-yl)pyrimidin-2-amine